2-oxo-3-oxazolid O=C1OC=C[N-]1